7-deaza-7-aminomethyl-N2-isobutyryl-2'-deoxyguanosine NCC1=CN([C@H]2C[C@H](O)[C@@H](CO)O2)C=2N=C(NC(C12)=O)NC(C(C)C)=O